2H-pyrano[2,3-d]pyrimidine-2-thione N=1C(N=CC=2C1OC=CC2)=S